[3-fluoro-5-(1,1,2,2,3,3,3-heptafluoropropyl)-2-pyridyl]-5-nitro-2-[1-[2-(oxetan-3-ylamino)-2-oxo-ethyl]tetrazol-5-yl]sulfanyl-benzamide FC=1C(=NC=C(C1)C(C(C(F)(F)F)(F)F)(F)F)C=1C(=C(C(=O)N)C=C(C1)[N+](=O)[O-])SC1=NN=NN1CC(=O)NC1COC1